(R)-2-(4,4-dimethylpiperidin-1-yl)-8-(1-((2-(3-hydroxy-4-methylisoxazol-5-yl)phenyl)amino)ethyl)-6-methyl-4H-chromen-4-one CC1(CCN(CC1)C=1OC2=C(C=C(C=C2C(C1)=O)C)[C@@H](C)NC1=C(C=CC=C1)C1=C(C(=NO1)O)C)C